ethyl 4-hydroxy-2-oxo-6-(6-trifluoromethylpyridin-3-yl)-1,2,5,6-tetrahydropyridine-3-carboxylate OC1=C(C(NC(C1)C=1C=NC(=CC1)C(F)(F)F)=O)C(=O)OCC